methyl 2-oxo-1-(2-oxaspiro[3.5]nonan-7-yl)-1,2-dihydropyridine-3-carboxylate O=C1N(C=CC=C1C(=O)OC)C1CCC2(COC2)CC1